BrC=1C=2N(C=C(C1)S(=O)(=O)NC1(COC1)C)C(=CN2)C=2SC(=NN2)C(F)F 8-bromo-3-(5-(difluoromethyl)-1,3,4-thiadiazol-2-yl)-N-(3-methyloxetane-3-yl)imidazo[1,2-a]pyridine-6-sulfonamide